(2-((5-amino-7-(3-cyanophenyl)-8-(pyrimidin-4-yl)-[1,2,4]triazolo[1,5-c]pyrimidin-2-yl)methyl)-3-fluorobenzyl)piperidine-4-carboxylic acid methyl ester COC(=O)C1CCN(CC1)CC1=C(C(=CC=C1)F)CC1=NN2C(=NC(=C(C2=N1)C1=NC=NC=C1)C1=CC(=CC=C1)C#N)N